D-(+)-proline C1C[C@@H](NC1)C(=O)O